N2-(5-(1-Isopropyl-2,3-dihydro-1H-pyrrolo[2,3-c]pyridin-5-yl)-1H-1,2,4-triazol-3-yl)-N5-methyl-3-(trifluoromethyl)pyridine-2,5-diamine C(C)(C)N1CCC=2C1=CN=C(C2)C2=NC(=NN2)NC2=NC=C(C=C2C(F)(F)F)NC